N1C(CCC2=CC3=C(N=C12)C=CC=C3)=O dihydrobenzo-naphthyridinone